(1S,2S)-1-hydroxy-2-[(5R)-5H-imidazo[4,3-a]isoindol-5-yl]-8-azaspiro[4.5]decane-8-sulfonamide O[C@H]1[C@@H](CCC12CCN(CC2)S(=O)(=O)N)[C@H]2N1C(C3=CC=CC=C23)=CN=C1